FCCCNCCOC=1C(=C(C=CC1)C1=C2C3=C(NC2=CC=C1)CN([C@@H](C3)C)[C@@H](CC)O)OC (1R,3R)-1-(5-(2-((3-fluoropropyl)amino)ethoxyl-2-methoxyphenyl)-3-methyl-1,3,4,9-tetrahydro-2H-pyrido[3,4-b]indol-2-yl)propan-1-ol